CN(C([C@H](CC(=O)O)N(C)C(CNC(=O)OCC1C2=CC=CC=C2C=2C=CC=CC12)=O)=O)C (3S)-4-(dimethylamino)-3-[[2-(9H-fluorene-9-ylmethoxycarbonylamino)acetyl]-methylamino]-4-oxobutanoic acid